C(C)(C)(C)OC(=O)C1=C(NC=2CC(CC(C2C1C1=CC(=CC=C1)O)=O)C1=C(C=CC=C1)OC)C 4-(3-hydroxyphenyl)-7-(2-methoxyphenyl)-2-methyl-5-oxo-1,4,5,6,7,8-hexahydroquinoline-3-carboxylic acid tert-butyl ester